FC1=C([O-])C(=CC=C1F)F.[Li+] lithium 2,3,6-trifluorophenoxide